Methyl O-(tert-butyldimethylsilyl)-N-(2-(4-(tetrahydro-2H-pyran-4-carboxamido)piperidin-1-yl)thiazole-4-carbonyl)-L-serinate [Si](C)(C)(C(C)(C)C)OC[C@H](NC(=O)C=1N=C(SC1)N1CCC(CC1)NC(=O)C1CCOCC1)C(=O)OC